1-methyl-piperidine-4-carboxylic acid {4-[4-(6-fluoro-2-oxo-1,2-dihydro-quinolin-3-yl)-[1,2,3]triazol-1-yl]-phenyl}-methyl-amide FC=1C=C2C=C(C(NC2=CC1)=O)C=1N=NN(C1)C1=CC=C(C=C1)N(C(=O)C1CCN(CC1)C)C